2-((3-fluoro-4-((2-(trifluoromethoxy)pyrid-4-yl)oxy)benzyl)oxy)-6,7,9,10-tetrahydro-4H,8H-7a,9-methanopyrimido[1,6-a]pyrrolo[1,2-c]pyrimidine-4-one FC=1C=C(COC2=NC(N3C(N4C5(CC3)CC(C4)C5)=C2)=O)C=CC1OC1=CC(=NC=C1)OC(F)(F)F